BrC=1SC2=C(N1)C=C(C(=C2)OC)OC 2-bromo-5,6-dimethoxybenzo[d]thiazole